CN1C(N(C=2C1=CC=1C(=NN=C(C1C2)N[C@H](C)C2=CC(=CC=C2)C(F)(F)F)C)CC#N)=O 2-[1,8-dimethyl-2-oxo-5-[[(1R)-1-[3-(trifluoromethyl)phenyl]ethyl]amino]imidazo[4,5-g]phthalazin-3-yl]acetonitrile